COC=1C=CC(=NC1)NC(=O)C1=CN(C2=C1C(N(C=C2C)C)=O)C N-(5-methoxypyridin-2-yl)-1,5,7-trimethyl-4-oxo-4,5-dihydro-1H-pyrrolo[3,2-c]pyridine-3-carboxamide